vinylzinc chloride [Cl-].C(=C)[Zn+]